[2H]C(C(=O)OC(C([2H])([2H])[2H])=O)([2H])[2H] Perdeuteroacetic anhydride